CS(=O)(=O)C1=CC=C(C=C1)C1=C(C(=NC=C1)N)C=1OC(=NN1)C1=CC=CC=C1 4-(methylsulfonyl)phenyl-3-(5-phenyl-1,3,4-oxadiazol-2-yl)pyridine-2-amine